B([O-])([O-])[O-].B([O-])(O)O.[Na+].[Na+].[Na+].[Na+] sodium trisodium borate orthoborate